(4-(3-((1-(benzyloxy)-3-((6-oxo-5-(trifluoromethyl)-1-[[2-(trimethylsilyl)ethoxy]methyl]-3,6-dihydropyridazin-4-yl)oxy)propan-2-yl)oxy)propanoyl)piperazin-1-yl)nicotinonitrile C(C1=CC=CC=C1)OCC(COC=1CNN(C(C1C(F)(F)F)=O)COCC[Si](C)(C)C)OCCC(=O)N1CCN(CC1)C1=C(C#N)C=CC=N1